C(C)(=O)O[C@H]1C[C@H]([C@@]2(CC[C@H]3/C(/C[C@@H](C[C@@H]3[C@H]2C1=O)C1=CC=CC=C1)=N/OC)C)C(=O)OC methyl (1R,3S,4aR,4bS,6R,8aR,10aR,E)-3-acetoxy-8-(methoxyimino)-10a-methyl-4-oxo-6-phenyltetradecahydrophenanthrene-1-carboxylate